CNC.ClC1=C(OCC(=O)O)C=CC(=C1)Cl 2,4-dichlorophenoxyacetic acid dimethyl-amine salt